[Fe].[Cu].[W] tungsten-copper-iron